Diethyl 3,3'-disulfanediylbis(2-amino-5-chlorobenzoate) S(SC=1C(=C(C(=O)OCC)C=C(C1)Cl)N)C=1C(=C(C(=O)OCC)C=C(C1)Cl)N